FC1=CC=C2C(=CC(=NC2=C1)C1=CC(=CC=C1)OC)CCC(=O)NO 3-(7-fluoro-2-(3-methoxyphenyl)quinolin-4-yl)-N-hydroxypropanamide